3-(1H-imidazol-4-yl)-7-(trifluoromethyl)-2-(3-(trifluoromethyl)-1H-1,2,4-triazol-5-yl)imidazo[1,2-a]pyrimidine N1C=NC(=C1)C1=C(N=C2N1C=CC(=N2)C(F)(F)F)C2=NC(=NN2)C(F)(F)F